NC1=NC=C(C=C1C1=NC=C(C=C1)C(=O)N(C)C)C1=C2C(=NC=C1)N=CN2 2'-amino-5'-(1H-imidazo[4,5-b]pyridin-7-yl)-N,N-dimethyl-[2,3'-bipyridine]-5-carboxamide